ClC1=CC2=C(N=C(NC2=O)C2CCN(CC2)C2CC2)C=N1 6-Chloro-2-(1-cyclopropylpiperidin-4-yl)pyrido[3,4-d]pyrimidin-4(3H)-one